CN1CCOCC(C1)NC1=NN=C(C=2N1C=CC2)C2=C(C=C(C=C2)C(F)(F)F)O 2-(4-((4-methyl-1,4-oxazepan-6-yl)amino)pyrrolo[1,2-d][1,2,4]triazin-1-yl)-5-(trifluoromethyl)phenol